2-((8-chloro-1,2,3,4-tetrahydro-9H-carbazol-9-yl)methyl)benzoic acid ClC=1C=CC=C2C=3CCCCC3N(C12)CC1=C(C(=O)O)C=CC=C1